1-[(1S)-1-(1,3-thiazol-2-yl)ethyl]-1H-imidazole-4-carboxylic acid ethyl ester C(C)OC(=O)C=1N=CN(C1)[C@@H](C)C=1SC=CN1